4-(4-Acryloylpiperazin-1-yl)-1-(2,6-diethylphenyl)-6-fluoro-7-(2-fluorophenyl)quinoline C(C=C)(=O)N1CCN(CC1)C1=CCN(C2=CC(=C(C=C12)F)C1=C(C=CC=C1)F)C1=C(C=CC=C1CC)CC